ClC=1C=C(C(=NC1)N1CC(N(C2(CCOC2)C1=O)CC1=CC=C(C=C1)C(F)(F)F)=O)F 9-(5-chloro-3-fluoropyridin-2-yl)-6-(4-(trifluoromethyl)benzyl)-2-oxa-6,9-diazaspiro[4.5]decane-7,10-dione